C(C(C)C)NC(=O)C(CC(=O)O)CCC[Si](OC)(OC)OC 3-(isobutylcarbamoyl)-6-(trimethoxysilyl)hexanoic acid